N-cyclobutyl-2-(4,5-diphenyloxazol-2-yl)sulfanyl-acetamide C1(CCC1)NC(CSC=1OC(=C(N1)C1=CC=CC=C1)C1=CC=CC=C1)=O